CC=1C=C(C=CC1CC1=CC2=C(N(C=N2)C)C=C1)C=1N=C(C2=C(N1)C=NC(=C2)N2CCNCC2)N {3-methyl-4-[(1-methyl-1,3-benzodiazol-5-yl)methyl]phenyl}-6-(piperazin-1-yl)pyrido[3,4-d]pyrimidin-4-amine